COC1=CC=C(C=N1)[C@H](CC(=O)O)N1N=C2C=C(C=CC2=C1)CCC=1C(=NC=2NCCCC2C1)C (S)-3-(6-methoxypyridin-3-yl)-3-(6-(2-(2-methyl-5,6,7,8-tetrahydro-1,8-naphthyridin-3-yl)ethyl)-2H-indazol-2-yl)propionic acid